COC(\C=C\O[C@@H]1CC[C@@H](CC1)C1=CC=CC=C1)=O (2E)-3-{[(cis)-4-phenylcyclohexyl]oxy}prop-2-enoic acid methyl ester